1-(4-bromophenyl-ethyl)-4-methylpiperidin-4-ol BrC1=CC=C(C=C1)CCN1CCC(CC1)(O)C